Tert-butyl 2-[[(2S)-2-hydroxypropyl]-(3-isopropyl-1H-pyrazole-5-carbonyl)amino]acetate O[C@H](CN(CC(=O)OC(C)(C)C)C(=O)C1=CC(=NN1)C(C)C)C